CC1=C2C(CC1)C(=C)CCC(C2=O)C(C)C guaia-1(10),11-dien-9-one